FC(OC1=NC=CC(=C1)CNC(=O)NC1COC2(CCC2)C1)F 1-[[2-(difluoromethoxy)pyridin-4-yl]methyl]-3-(5-oxaspiro[3.4]oct-7-yl)urea